((R)-5-acetamido-1-(2-(6-((cis)-2,6-dimethylmorpholino)pyridin-2-yl)-1,6-naphthyridin-7-yl)pentyl)-4-methyl-3-(methylsulfonyl)benzamide C(C)(=O)NCCCC[C@@H](C1=NC=C2C=CC(=NC2=C1)C1=NC(=CC=C1)N1C[C@@H](O[C@@H](C1)C)C)C1=C(C(=O)N)C=CC(=C1S(=O)(=O)C)C